5-(2-chlorophenoxy)-3-((4-methoxybenzyl)amino)-4H-benzo[e][1,2,4]thiadiazine 1,1-dioxide ClC1=C(OC2=CC=CC3=C2NC(=NS3(=O)=O)NCC3=CC=C(C=C3)OC)C=CC=C1